C(C)OCC(C)OCC(C)OCC(C)N 1-(((1-ethoxy(propan-2-yl)oxy)-propan-2-yl)oxy)-propan-2-amine